N1=C(C=CC=2CCCNC12)CCN1N=CC(=C1)C(=O)NC[C@@H](C(=O)O)NC(C1=C(C=C(C=C1C)C)C)=O (S)-3-(1-(2-(5,6,7,8-tetrahydro-1,8-naphthyridin-2-yl)ethyl)-1H-pyrazole-4-carboxamido)-2-(2,4,6-trimethylbenzamido)propionic acid